4-(6-bromo-8-chloro-2H-chromen-4-yl)-1H-imidazole BrC=1C=C2C(=CCOC2=C(C1)Cl)C=1N=CNC1